2-cyanoethoxyethylamine C(#N)CCOCCN